2-[(tert-Butoxycarbonylamino)methyl]octanoic acid ethyl ester C(C)OC(C(CCCCCC)CNC(=O)OC(C)(C)C)=O